C(CC)N(C(CC=1C=NC(=CC1)C(F)(F)F)=O)/N=C/C=1C=NC=CC1 N-propyl-N-[(E)-3-pyridylmethyleneamino]-2-[6-(trifluoromethyl)-3-pyridyl]acetamide